heptynyl bromide C(#CCCCCC)Br